IC1=C(C=C(C=C1)S(=O)(=O)NC)C(=O)NNC1=CC=C(C=C1)C(F)(F)F 4-Iodo-N-methyl-3-(2-(4-(trifluoromethyl)phenyl)hydrazine-1-carbonyl)benzenesulfonamide